OCNC(CO)(C)C 2-[(Hydroxymethyl)amino]-2-methylpropanol